3-(5-ethyl-1,3-thiazol-2-yl)-N-[(1R)-1-(6-methylpyridazin-3-yl)ethyl]-5-[(2R)-tetrahydrofuran-2-ylmethoxy]benzamide C(C)C1=CN=C(S1)C=1C=C(C(=O)N[C@H](C)C=2N=NC(=CC2)C)C=C(C1)OC[C@@H]1OCCC1